methyl 1-(4-bromo-2-methylphenyl)pyrazole-4-carboxylate BrC1=CC(=C(C=C1)N1N=CC(=C1)C(=O)OC)C